N-(1H-indol-7-yl)-4-(3,4,5-trimethoxyphenyl)-4,5,6,7-tetrahydro-[1,2,4]triazolo[1,5-a]pyrimidin-2-amine N1C=CC2=CC=CC(=C12)NC1=NN2C(N(CCC2)C2=CC(=C(C(=C2)OC)OC)OC)=N1